C(N)(=O)C=1C=C2OC[C@@H](N3C(=NC(C1)=C32)NC(=O)C3=CC(=NN3CC)C)CCNC(OCC3=NC=CC=C3)=O Pyridin-2-ylmethyl (S)-(2-(7-carbamoyl-2-(1-ethyl-3-methyl-1H-pyrazole-5-carboxamido)-3,4-dihydro-5-oxa-1,2a-diazaacenaphthylen-3-yl)ethyl)carbamate